COC(=O)C1(CC1)N1N=C(C(=CC1=O)C1=CC(=CC(=C1)F)F)C(C)C 1-(4-(3,5-difluorophenyl)-3-isopropyl-6-oxopyridazin-1(6H)-yl)cyclopropane-carboxylic acid methyl ester